(R)- or (S)-6-((1-((1-(2-Aminopropoxy)-2-methylpropan-2-yl)sulfonyl)cyclopropyl)methyl)-N-(4-chlorobenzyl)-1-methyl-7-oxo-4,5,6,7-tetrahydro-1H-pyrazolo[3,4-c]pyridine-3-carboxamide N[C@@H](COCC(C)(C)S(=O)(=O)C1(CC1)CN1C(C2=C(CC1)C(=NN2C)C(=O)NCC2=CC=C(C=C2)Cl)=O)C |o1:1|